C1(CC1)C1=C(N=C(S1)NS(=O)(=O)C1=NC=C(C=C1C)NCC1=C(C(=CC=C1)OC)O)C1=CC(=C(C=C1)F)F N-(5-cyclopropyl-4-(3,4-difluorophenyl)thiazol-2-yl)-5-((2-hydroxy-3-methoxybenzyl)amino)-3-methylpyridine-2-sulfonamide